4-bromo-3-(4H-1,2,4-triazol-3-yl)thiophen-2-amine BrC=1C(=C(SC1)N)C1=NN=CN1